(S)-2,3-dimethoxy-5-[3-[[(4-methylphenyl)-sulfonyl]oxy]-propyl]-N-[[1-(2-propenyl)-2-pyrrolidinyl]methyl]-benzamide CC1=CC=C(C=C1)S(=O)(=O)OCCCC2=CC(=C(C(=C2)OC)OC)C(=O)NCC3CCCN3CC=C